C(C=C)(=O)N1[C@H](CN(CC1)C=1C2=C(N=C(N1)OC[C@H]1N(CCC1)C)CN(C2)CC2=C(C=CC=C2O)F)CC#N 2-((S)-1-acryloyl-4-(6-(2-fluoro-6-hydroxybenzyl)-2-(((S)-1-methylpyrrolidin-2-yl)methoxy)-6,7-dihydro-5H-pyrrolo[3,4-d]pyrimidin-4-yl)piperazin-2-yl)acetonitrile